5,6-dimethoxy-1,10-phenanthroline COC1=C2C=CC=NC2=C2N=CC=CC2=C1OC